4,5-DEHYDRO-LEUCINE CC(=C)C[C@@H](C(=O)O)N